NC1=C(C=C(C=C1)C)C(C)=O 1-(2-amino-5-methylphenyl)ethan-1-one